C1(CC1)C#CC1=C(C=C(N=N1)C=1C(NC(NC1)=O)=O)[C@H]1[C@@H](C1)C(F)F 5-[6-(2-cyclopropylethynyl)-5-[(1R,2R)-2-(difluoromethyl)cyclopropyl]pyridazin-3-yl]-1H-pyrimidine-2,4-dione